((4-chlorobenzyl)amino)-1H-pyrrole-2-carboxylic acid ethyl ester C(C)OC(=O)C=1N(C=CC1)NCC1=CC=C(C=C1)Cl